N1N=CC(=C1)SC=1C=C2C=NN(C(C2=CC1)=O)CC1=NC(=CC=C1)C 6-((1H-pyrazol-4-yl)thio)-2-((6-methylpyridin-2-yl)methyl)phthalazin-1(2H)-one